[6-[[1-cyclopropyl-3-(trifluoromethyl)pyrazol-4-yl]methyl]-2-azaspiro[3.3]heptan-2-yl]-[6-[3-(trifluoromethyl)-1,2,4-triazol-1-yl]-2-azaspiro[3.3]heptan-2-yl]methanone C1(CC1)N1N=C(C(=C1)CC1CC2(CN(C2)C(=O)N2CC3(C2)CC(C3)N3N=C(N=C3)C(F)(F)F)C1)C(F)(F)F